(3R,4R)-tert-butyl 3-(pyrimidin-2-ylamino)-4-(4-(trifluoromethyl)benzyloxy)pyrrolidine-1-carboxylate N1=C(N=CC=C1)N[C@@H]1CN(C[C@H]1OCC1=CC=C(C=C1)C(F)(F)F)C(=O)OC(C)(C)C